2-(4-cyclopropyl-6-methoxy-pyrimidin-5-yl)-6-methyl-N-[[4-[1-methyl-4-(trifluoromethyl)imidazol-2-yl]phenyl]methyl]-7,8-dihydro-5H-pyrido[4,3-d]pyrimidin-4-amine C1(CC1)C1=NC=NC(=C1C=1N=C(C2=C(N1)CCN(C2)C)NCC2=CC=C(C=C2)C=2N(C=C(N2)C(F)(F)F)C)OC